NC=1C=C(C=C(C1)C(F)(F)F)[C@@H](C)NC1=NN=C(C2=CC(=C(C=C12)NC)C(=O)N1CCOCC1)C (R)-(1-((1-(3-amino-5-(trifluoromethyl)phenyl)ethyl)amino)-4-methyl-7-(methylamino)phthalazin-6-yl)(morpholino)methanone